praseodymium boride B12B3[B-]14B5[B-]23B45.[Pr]